(1S,2S,3S,6R)-6-((3-(4,4-difluorocyclohexyl)propyl)amino)-4-(fluoromethyl)cyclohex-4-ene-1,2,3-triol FC1(CCC(CC1)CCCN[C@@H]1C=C([C@@H]([C@@H]([C@H]1O)O)O)CF)F